(R)-N-(2-(difluoromethoxy)-4-(4-methylpiperazin-1-yl)phenyl)-9-methyl-6-oxo-6,7,8,9-tetrahydropyrido[3',2':4,5]pyrrolo[1,2-a]pyrazine-2-carboxamide FC(OC1=C(C=CC(=C1)N1CCN(CC1)C)NC(=O)C=1C=CC=2C=C3N([C@@H](CNC3=O)C)C2N1)F